formyl-3-azabicyclo[3.2.1]octane-3-carboxylic acid tert-butyl ester C(C)(C)(C)OC(=O)N1CC2(CCC(C1)C2)C=O